5-(2-aminoethoxy)-N-(3-(4-(dimethylamino)phenyl)propyl)-N-methyl-2,3-dihydro-1H-inden-1-amine NCCOC=1C=C2CCC(C2=CC1)N(C)CCCC1=CC=C(C=C1)N(C)C